N-(1-cyanocyclopropyl)-3-(5-(difluoromethyl)-1,3,4-thiadiazol-2-yl)-7-fluoro-8-(4-isobutyrylpiperazin-1-yl)imidazo[1,5-a]pyridine-6-sulfonamide C(#N)C1(CC1)NS(=O)(=O)C=1C(=C(C=2N(C1)C(=NC2)C=2SC(=NN2)C(F)F)N2CCN(CC2)C(C(C)C)=O)F